C1(C[C@H](C)O1)=O (S)-β-butyrolactone